CC1(C2C(CC(C1)C2)[Si](OC)(OC)OC)C(=O)O[Si](C)(C)C(C)(C)C 2-methyl-2-tert-butyldimethylsiloxycarbonyl-6-triMethoxysilylnorbornane